tert-butyl ((3R,4R)-1-((4R,10bS)-2-(7-cyanopyrazolo[1,5-a]-pyridin-4-yl)-4-methyl-1,2,3,4,6,10b-hexahydropyrazino[2,1-a]isoindol-8-yl)-4-meth-oxypyrrolidin-3-yl)carbamate C(#N)C1=CC=C(C=2N1N=CC2)N2C[C@H]1N(CC3=CC(=CC=C13)N1C[C@H]([C@@H](C1)OC)NC(OC(C)(C)C)=O)[C@@H](C2)C